1-[3-bromo-5-(trifluoromethyl)-2-pyridyl]piperazine hydrochloride Cl.BrC=1C(=NC=C(C1)C(F)(F)F)N1CCNCC1